5-bromo-4,6-bis(methoxy-d3)pyrimidine BrC=1C(=NC=NC1OC([2H])([2H])[2H])OC([2H])([2H])[2H]